4-[(3-chloro-4-fluoro-phenyl)amino]-6-(1-isopropyloxycarbonyl-piperidin-4-yloxy)-7-methoxy-quinazoline ClC=1C=C(C=CC1F)NC1=NC=NC2=CC(=C(C=C12)OC1CCN(CC1)C(=O)OC(C)C)OC